CC1=NC=C(C(=C1C)OC)C 2,3,5-trimethyl-4-methoxypyridine